FC=1C(=NC=C(C1)C(C(C(F)(F)F)(F)F)(F)F)NC(C1=C(C(=CC(=C1)[N+](=O)[O-])C)SC1=NN=NN1C(CO)(C)C)=O N-[3-fluoro-5-(1,1,2,2,3,3,3-heptafluoropropyl)pyridin-2-yl]-2-{[1-(1-hydroxy-2-methylpropan-2-yl)-1H-1,2,3,4-tetrazol-5-yl]sulfanyl}-3-methyl-5-nitrobenzamide